3,4-difluorobenzoyl-formaldehyde hydrate O.FC=1C=C(C(=O)C=O)C=CC1F